FC1(C=NC2=CC=CC=C12)F 3,3-difluoroindole